2-bromo-N-((6-cyclopropyl-8-(piperazin-1-yl)imidazo[1,2-a]pyridin-2-yl)methyl)pyridin-4-amine BrC1=NC=CC(=C1)NCC=1N=C2N(C=C(C=C2N2CCNCC2)C2CC2)C1